NC1(CC2=CC(=CC=C2CC1)OC=1C=C2C=CC=NC2=CC1)C(=O)O 2-amino-7-(quinoline-6-yloxy)-1,2,3,4-tetrahydronaphthalene-2-carboxylic acid